COCC(CO)(C=1C(=NC(=NC1)SC)NC=1SC=CN1)C 3-methoxy-2-methyl-2-(2-(methylthio)-4-(thiazol-2-ylamino)pyrimidin-5-yl)propan-1-ol